6-{Carbamoyl-[4-fluoro-3-(7-morpholin-4-yl-quinazolin-4-yl)-phenyl]methyl}-pyrazine-2-carboxylic acid amide C(N)(=O)C(C1=CN=CC(=N1)C(=O)N)C1=CC(=C(C=C1)F)C1=NC=NC2=CC(=CC=C12)N1CCOCC1